Mono-Oleoylglycerin C(CCCCCCC\C=C/CCCCCCCC)(=O)C(CO)(O)CO